BrC1=CC(=C(C(=O)N2[C@@H](CN(CC2)C(=O)OC(C)(C)C)CCO)C=C1Cl)F tert-butyl (3R)-4-(4-bromo-5-chloro-2-fluoro-benzoyl)-3-(2-hydroxyethyl)piperazine-1-carboxylate